vinyloxazolidone C(=C)C1C(N=[C-]O1)=O